NC=1N=C(C=2C(N1)=CN(N2)CC2=C(C=C(C=C2OC)N2CCN(CC2)C(CCCCNC(CCCCCCCCCCCCCCCCC)=O)=O)OC)NCCCC N-(5-(4-(4-((5-amino-7-(butylamino)-2H-pyrazolo[4,3-d]pyrimidin-2-yl)methyl)-3,5-dimethoxyphenyl)piperazin-1-yl)-5-oxopentyl)stearamide